1-((2-(trimethylsilyl)ethoxy)methyl)-1H-indazole-5-carboxylic acid methyl ester COC(=O)C=1C=C2C=NN(C2=CC1)COCC[Si](C)(C)C